ClC1=C(C(=O)NC=2C=C3C(=CNC3=CC2)C2CCN(CC2)CCCCC)C=CC=C1 5-(2-chlorobenzoyl)amino-3-(1-pentylpiperidin-4-yl)-1H-indole